dithiobis(succinimide) propionate C(CC)(=O)O.C1(C(CC(N1)=O)SSC1C(=O)NC(C1)=O)=O